1,3,3,5,7-Pentamethyl-5-(m-tolyl)octahydrobenzo[c]isoxazol CN1OC(C2C1C(CC(C2)(C=2C=C(C=CC2)C)C)C)(C)C